methyl 4-cyclobutyl-2-[(1S,4S,SR)-5-[[5-cyclopropyl-3-(2,6-dichlorophenyl)-1,2-oxazol-4-yl]methoxy]-2-azabicyclo[2.2.1]heptan-2-yl]-1,3-benzothiazole-6-carboxylate C1(CCC1)C1=CC(=CC2=C1N=C(S2)N2[C@@H]1C[C@@H]([C@H](C2)C1)OCC=1C(=NOC1C1CC1)C1=C(C=CC=C1Cl)Cl)C(=O)OC |&1:16|